5-amino-3-(4-bromophenyl)-1-(2,2,2-trifluoro-1,1-dimethyl-ethyl)pyrazole-4-carbonitrile NC1=C(C(=NN1C(C(F)(F)F)(C)C)C1=CC=C(C=C1)Br)C#N